CC(C(C(=O)O)C1=CC(=NO1)C)C 3-methyl-2-(3-methylisoxazol-5-yl)butanoic acid